C(C)(C)NC(OCC1CC(C1)C1=CC(=NN1)NC(=O)C1=CC(=NN1C)COC(F)F)=O ((1s,3s)-3-(3-(3-((difluoromethoxy) methyl)-1-methyl-1H-pyrazole-5-carboxamido)-1H-pyrazol-5-yl)cyclobutyl)methyl isopropylcarbamate